BrC=1C=NN2C1C(NCC2(C)C)=O 3-bromo-7,7-dimethyl-5H,6H-pyrazolo[1,5-a]pyrazin-4-one